8-diethylaminocarbonyl-tetracyclo[4.4.0.12,5.17,10]-3-dodecene C(C)N(C(=O)C1C2C3C4C=CC(C3C(C1)C2)C4)CC